CNCC1=C(C=CC=C1)F methyl-2-fluorobenzylamine